NC1=C(C=C(C=C1F)Cl)C1=CC=C(C=C1)CC(=O)OCC Ethyl (2'-amino-5'-chloro-3'-fluoro[1,1'-biphenyl]-4-yl)acetate